N-butyl-N-(3-(butylamino)-1,4-dioxo-1,4-dihydronaphthalen-2-yl)acetamide C(CCC)N(C(C)=O)C=1C(C2=CC=CC=C2C(C1NCCCC)=O)=O